Triphenylphosphine tetra(phenyl)borate salt C1(=CC=CC=C1)[B-](C1=CC=CC=C1)(C1=CC=CC=C1)C1=CC=CC=C1.C1(=CC=CC=C1)P(C1=CC=CC=C1)C1=CC=CC=C1